4-[(cis-4-ethynylcyclohexyl)amino]-2-[(6-methoxy-2-methyl-1,2,3,4-tetrahydroisoquinolin-7-yl)amino]pyrimidine-5-carboxamide C(#C)[C@H]1CC[C@H](CC1)NC1=NC(=NC=C1C(=O)N)NC1=C(C=C2CCN(CC2=C1)C)OC